N1[C@H](CNCC1)CO (R)-piperazin-2-ylmethanol